COC1=CC(=CC2=C1N(C(=N2)C=2N(C1=CC=CC=C1C2)CCOC)C)C(=O)N2C[C@@H](CCC2)NC(OC(C)(C)C)=O (R)-tert-Butyl (1-(7-methoxy-2-(1-(2-methoxyethyl)-1H-indol-2-yl)-1-methyl-1H-benzo[d]imidazole-5-carbonyl)piperidin-3-yl)carbamate